C1(=CC=CC=C1)CSC=1C=C(C(=O)OCC)C=CC1C#N ethyl 3-(phenylmethylthio)-4-cyanobenzoate